N1CCCCC2=C1C=CC=C2 TETRAHYDRO-BENZOAZEPINE